Silazine hydrochloride Cl.[SiH]1=NC=CC=C1